2,6-bis(trimethylsiloxy)benzoic acid trimethylsilyl ester C[Si](C)(C)OC(C1=C(C=CC=C1O[Si](C)(C)C)O[Si](C)(C)C)=O